C[C@]1(C(NCC1)=O)CNC1=NN=C(C2=CC=CC=C12)C1=CC=C(C=C1)C(F)(F)F |r| racemic-3-methyl-3-(((4-(4-(trifluoromethyl)phenyl)phthalazin-1-yl)amino)methyl)pyrrolidin-2-one